5-{2-[2-(5-ethoxyquinoline-8-sulfonamido)phenyl]ethynyl}pyridine-2-carboxylic acid C(C)OC1=C2C=CC=NC2=C(C=C1)S(=O)(=O)NC1=C(C=CC=C1)C#CC=1C=CC(=NC1)C(=O)O